CC(CCN(C)C)N(C)C N,N,N',N'-tetramethyl-1,3-butanediamine